4-[2-(6-{2-azabicyclo[3.1.0]hex-2-ylmethyl}-4-fluoro-1-oxo-3H-isoindol-2-yl)-6-cyclopropylpyridin-4-yl]-3-(4-methyl-1,2,4-triazol-3-yl)benzonitrile C12N(CCC2C1)CC1=CC(=C2CN(C(C2=C1)=O)C1=NC(=CC(=C1)C1=C(C=C(C#N)C=C1)C1=NN=CN1C)C1CC1)F